1,3-diisocyanato-para-xylene N(=C=O)C1(CC(=C(C=C1)C)N=C=O)C